1,5-dimethyl-8-[[(1R)-1-[3-(1,1-difluoro-2-hydroxy-ethyl)-2-methyl-phenyl]ethyl]amino]spiro[pyrrolo[2,3-g]phthalazine-3,4'-tetrahydropyran]-2-one CN1C(C2(CCOCC2)C=2C1=CC=1C(=NN=C(C1C2)C)N[C@H](C)C2=C(C(=CC=C2)C(CO)(F)F)C)=O